3-(4-Biphenylyl)-4-phenyl-5-tert-butyl-phenyl-1,2,4-triazol C1(=CC=C(C=C1)C=1C=C(C=C(C1C1=CC=CC=C1)C(C)(C)C)C1=NNC=N1)C1=CC=CC=C1